CC(=O)OC[C@@]12[C@H]([C@H]([C@H]3[C@]([C@@]14[C@@H]([C@@H]([C@H]([C@H]2OC(=O)C)OC(=O)C)[C@@](O4)(COC(=O)C5=C(CCC(C(=O)O3)(C)O)N=CC=C5)C)OC(=O)C)(C)O)O)OC(=O)C The molecule is a dihydroagarofuran sesquiterpenoid and pyridine alkaloid with formula C36H45NO18 originally isolated from Tripterygium wilfordii. It has a role as a plant metabolite and a human xenobiotic metabolite. It is an acetate ester, a dihydroagarofuran sesquiterpenoid, a macrocyclic lactone, an organic heteropentacyclic compound and a pyridine alkaloid.